C12CN(CC2C1)C1=CC=C(C(=C1C#N)F)COCC1=C(C(=C(C=C1)N1CC2CC2C1)C#N)F 6-{3-azabicyclo[3.1.0]hex-3-yl}-3-{[(4-{3-azabicyclo[3.1.0]hex-3-yl}-3-cyano-2-fluorophenyl)methoxy]methyl}-2-fluorobenzonitrile